Methyl 2-((1R,3R)-3-((2S,3S)-2-azido-N-(hex-5-ynyl)-3-methylpentanamido)-1-(tert-butyldimethylsilyloxy)-4-methylpentyl)thiazole-4-carboxylate N(=[N+]=[N-])[C@H](C(=O)N(CCCCC#C)[C@H](C[C@@H](O[Si](C)(C)C(C)(C)C)C=1SC=C(N1)C(=O)OC)C(C)C)[C@H](CC)C